5-[1-fluoro-3-hydroxy-7-(3-methoxypropoxy)naphthalen-2-yl]-1λ6,2,5-thiadiazolidine-1,1,3-trione FC1=C(C(=CC2=CC=C(C=C12)OCCCOC)O)N1CC(NS1(=O)=O)=O